BrC=1C=CC=2N(C3=CC=C(C=C3C2C1)Br)C1=NC(=CC=C1)N1C2=CC=C(C=C2C=2C=C(C=CC12)Br)Br 2,6-bis(3,6-dibromo-9H-carbazol-9-yl)pyridine